(((1r,4s)-4-((5-chloropyrimidin-2-yl)amino)-2-(cyanomethylene)cyclopentyl)amino)-N,N-dimethylbenzo[d]thiazole-6-carboxamide ClC=1C=NC(=NC1)N[C@H]1CC([C@@H](C1)NC=1SC2=C(N1)C=CC(=C2)C(=O)N(C)C)=CC#N